4-(Cyclopropylmethyl)-1-(4-((4-(piperidin-1-yl)phenyl)amino)benzyl)piperazin-2-one C1(CC1)CN1CC(N(CC1)CC1=CC=C(C=C1)NC1=CC=C(C=C1)N1CCCCC1)=O